C(#N)C=1C(=NC(=C(C(=O)O)C1)C)SC 5-Cyano-2-methyl-6-(methylthio)nicotinic acid